OCCOCCNC(=O)C=1C=CC2=C(N=C(O2)NC2=NC3=C(N2C)C=CC=C3)C1 N-(2-(2-hydroxyethoxy)ethyl)-2-((1-methyl-1H-benzo[d]imidazol-2-yl)amino)benzo[d]oxazole-5-carboxamide